ClC=1C=CC(=C(C1)O)C1=C2C(=C(N=N1)N[C@@H]1C(NOC=C1)(C)C)C=NC=C2 5-chloro-2-(4-{[(4S)-3,3-dimethyloxazin-4-yl]amino}pyrido[3,4-d]pyridazin-1-yl)phenol